3,3,3-TRIFLUOROPROPENE FC(C=C)(F)F